COC(=O)C=1N=C(N2C1CN(CC2)C(CC(CC2=C(C=C(C(=C2)F)F)F)NC(=O)OC(C)(C)C)=O)C(F)(F)F 7-(3-((tert-butoxycarbonyl)amino)-4-(2,4,5-trifluorophenyl)butanoyl)-3-(trifluoromethyl)-5,6,7,8-tetrahydroimidazo[1,5-a]pyrazine-1-carboxylic acid methyl ester